3-(6-cyclopropyl-2-pyridyl)-4-(4,4-difluoropiperidine-1-carbonyl)benzonitrile C1(CC1)C1=CC=CC(=N1)C=1C=C(C#N)C=CC1C(=O)N1CCC(CC1)(F)F